[cyclobutylidene(ethoxy)methoxy]trimethylsilane C1(CCC1)=C(O[Si](C)(C)C)OCC